BrC=1C=C(OC2CN(C2)C(=O)OC(C)(C)C)C=CC1C(F)(F)F tert-Butyl 3-[3-bromo-4-(trifluoromethyl)phenoxy]azetidine-1-carboxylate